((6-(difluoromethoxy)-2-(2'-(difluoromethyl)-3'-(5-fluoro-6-(pyrrolidin-1-ylmethyl)pyridin-3-yl)-2-methyl-[1,1'-biphenyl]-3-yl)benzo[d]oxazol-5-yl)methyl)-L-proline FC(OC1=CC2=C(N=C(O2)C=2C(=C(C=CC2)C2=C(C(=CC=C2)C=2C=NC(=C(C2)F)CN2CCCC2)C(F)F)C)C=C1CN1[C@@H](CCC1)C(=O)O)F